(E)-1-(4-Hydroxyphenyl)-3-[4-methoxy-3-[(2,3,4,5,6-pentachlorophenoxy)methyl]phenyl]prop-2-en-1-one OC1=CC=C(C=C1)C(\C=C\C1=CC(=C(C=C1)OC)COC1=C(C(=C(C(=C1Cl)Cl)Cl)Cl)Cl)=O